2-chloro-4-hydrazinoBenzonitrile ClC1=C(C#N)C=CC(=C1)NN